FC=1C=C(C=CC1)[C@@H]1N(CCC1)C=1C=CC=2N(N1)C(=CN2)C2=CC=CC(=N2)N2CCC(CC2)OC2CN(C2)C(=O)OC(C)(C)C tert-butyl (R)-3-((1-(6-(6-(2-(3-fluorophenyl)pyrrolidin-1-yl)imidazo[1,2-b]pyridazin-3-yl)pyridin-2-yl)piperidin-4-yl)oxy)azetidine-1-carboxylate